vinyl-(triphenoxy)silane C(=C)[Si](OC1=CC=CC=C1)(OC1=CC=CC=C1)OC1=CC=CC=C1